C1(CC1)NC1=NC(=NC=C1C(F)(F)F)NC1=C2C=NN(C2=CC=C1)CC(F)F N4-cyclopropyl-N2-(1-(2,2-difluoroethyl)-1H-indazol-4-yl)-5-(trifluoromethyl)pyrimidine-2,4-diamine